C(C(C)C)N1CCN(C2=CC=CC=C12)C(C(C)N1CCCC1)=O 1-(4-isobutyl-3,4-dihydroquinoxaline-1(2H)-yl)-2-(pyrrolidin-1-yl)propan-1-one